Cl.NC12CC(C1)(C2)NC(COC2(CCC2)OC(F)(F)F)=O N-(3-aminobicyclo[1.1.1]pent-1-yl)-2-(3-cis-(trifluoromethoxy)cyclobutoxy)acetamide HCl salt